N1(CCC1)C1=CN(C=2N=CN=C(C21)N2[C@H](CN(CC2)C(C(C)(C)O)=O)C)C=2C=C(C#N)C=CN2 (S)-2-(5-(azetidin-1-yl)-4-(4-(2-hydroxy-2-methylpropanoyl)-2-methylpiperazin-1-yl)-7H-pyrrolo[2,3-d]pyrimidin-7-yl)isonicotinonitrile